formylpropionamide C(=O)C(C(=O)N)C